O=C1N(C=CC2=CC=CC(=C12)NC(OC(C)(C)C)=O)CC(NCC(F)(F)F)=O tert-butyl N-[1-oxo-2-[2-oxo-2-(2,2,2-trifluoroethylamino)ethyl]-8-isoquinolyl]carbamate